The molecule is an acyl fluoride with phenylmethanesulfonyl as the acyl group. It has a role as a serine proteinase inhibitor. It derives from a phenylmethanesulfonic acid. C1=CC=C(C=C1)CS(=O)(=O)F